(2,6-Dichloropyridin-4-yl)methyl L-prolinate hydrochloride Cl.N1[C@@H](CCC1)C(=O)OCC1=CC(=NC(=C1)Cl)Cl